3-bromo-6-chloro-1H-pyrazolo[3,4-b]Pyrazine BrC1=NNC2=NC(=CN=C21)Cl